L-2-bromoisobutyric acid BrC(C(=O)O)(C)C